N1C=CC=2C1=NC=CC2OCC2=CC=C(C(=O)O)C=C2 4-(((1H-pyrrolo[2,3-b]pyridin-4-yl)oxy)methyl)benzoic acid